COC(=O)/C=C/C=1C(=C(ON(C([O-])=O)CC(C)C2=CC=C(C=C2)OCCCC)C=CC1)OC [3-[(E)-2-methoxycarbonyl-vinyl]-2-methoxy-phenoxy]-(2-(4-butyloxyphenyl)-propyl)-carbamat